CC1=CC=C(C=C1)S(=O)(=O)OCCOC1CCOCC1 2-((tetrahydro-2H-pyran-4-yl)oxy)ethyl 4-methylbenzenesulfonate